N3-(2-(1H-1,2,4-triazol-1-yl)ethyl)-N5-benzyl-2-phenylpyridine-3,5-diamine N1(N=CN=C1)CCNC=1C(=NC=C(C1)NCC1=CC=CC=C1)C1=CC=CC=C1